C(C)C(C)CCCC.C[N+](CC(C)O)(C)C trimethyl(2-hydroxypropyl)ammonium 2-ethylhexane salt